(S)-N-(3-amino-1-(3-chlorophenyl)-3-oxopropyl)-5-(4-(1-amino-3,6,9,12-tetraoxapentadecan-15-yl)benzoyl)-4-(3,6-difluoro-2-methylphenyl)-1H-pyrrole-3-carboxamide NC(C[C@@H](C1=CC(=CC=C1)Cl)NC(=O)C1=CNC(=C1C1=C(C(=CC=C1F)F)C)C(C1=CC=C(C=C1)CCCOCCOCCOCCOCCN)=O)=O